C[Si](CCOCN1CN(C(=C2C1=NC=C2)Cl)I)(C)C 1-(2-(trimethylsilyl)ethoxymethyl)-4-chloro-3-iodopyrrolo[2,3-d]pyrimidine